3-[5-(5-chloropyrimidin-2-yl)oxy-2-(trifluoromethyl)quinazolin-4-yl]-N-ethyl-propanamide ClC=1C=NC(=NC1)OC1=C2C(=NC(=NC2=CC=C1)C(F)(F)F)CCC(=O)NCC